C(=O)(OCC1C2=CC=CC=C2C2=CC=CC=C12)N[C@@H](CC(=O)O)CC1=CC2=CC=CC=C2C=C1 (R)-3-(Fmoc-amino)-4-(2-naphthyl)butyric acid